6-[5-(difluoromethyl)-1,3,4-oxadiazol-2-yl]-2-[(1R*,2S*)-2-(3,4-difluorophenyl)-2-hydroxy-1-(pyrimidin-2-yl)ethyl]-2,3-dihydro-1H-isoindol-1-one FC(C1=NN=C(O1)C1=CC=C2CN(C(C2=C1)=O)[C@@H]([C@@H](O)C1=CC(=C(C=C1)F)F)C1=NC=CC=N1)F |o1:17,18|